naphthalic anhydride C1=CC2=C3C(=C1)C(=O)OC(=O)C3=CC=C2